3,6-di-tert-butyl-9-(3',3',4',7'-tetramethyl-2',3'-dihydrospiro-[fluorene-9,1'-indene]-2-yl)-9H-carbazole C(C)(C)(C)C=1C=CC=2N(C3=CC=C(C=C3C2C1)C(C)(C)C)C1=CC2=C(C=C1)C1=CC=CC=C1C21CC(C2=C(C=CC(=C12)C)C)(C)C